5-(4-(4-((dimethylamino)methyl)-3-isopropyl-1H-pyrazol-1-yl)-5-methylPyrimidin-2-ylamino)-4-methoxy-2-morpholinophenyl-acrylamide CN(C)CC=1C(=NN(C1)C1=NC(=NC=C1C)NC=1C(=CC(=C(C1)C(C(=O)N)=C)N1CCOCC1)OC)C(C)C